2-(1H-indol-3-yl)-2-oxoacetic acid N1C=C(C2=CC=CC=C12)C(C(=O)O)=O